NC1=C(C=CC(=C1)NCC1=CC=C(C=C1)C(F)(F)F)NC(CCCCCCC1=CC=C(C=C1)N)=O N-(2-Amino-4-((4-(trifluoromethyl)benzyl)amino)phenyl)-7-(4-aminophenyl)heptanamid